2-[6-[5-Amino-4-cyano-1-(1-methylcyclopropyl)pyrazol-3-yl]pyridin-3-yl]-N-[3-(2-chloro-4-fluorophenyl)-1,2-oxazol-5-yl]propanamide NC1=C(C(=NN1C1(CC1)C)C1=CC=C(C=N1)C(C(=O)NC1=CC(=NO1)C1=C(C=C(C=C1)F)Cl)C)C#N